ClC=1C=C2C=NN(C2=C(C1)C(=O)N)CC=1C=NC(=NC1)C1=CC(=CC(=C1)OC)C#N 5-chloro-1-((2-(3-cyano-5-methoxyphenyl)pyrimidin-5-yl)methyl)-1H-indazole-7-carboxamide